O=C1NC(CCC1N1N=CC2=CC=CC(=C2C1=O)NCCCCCCC(=O)O)=O 7-{[3-(2,6-dioxopiperidin-3-yl)-4-oxo-3,4-dihydrophthalazin-5-yl]amino}heptanoic acid